5-chloro-4-(2-methyl-1H-benzo[d]imidazol-5-yl)-N-(4-(4-methylpiperazin-1-yl)phenyl)pyrimidin-2-amine ClC=1C(=NC(=NC1)NC1=CC=C(C=C1)N1CCN(CC1)C)C1=CC2=C(NC(=N2)C)C=C1